CC=1C(=CC2=C(C1)C1(C(NC(CC1)=O)=O)CO2)N2CCN(CC2)C(=O)OC(C)(C)C tert-butyl 4-(5-methyl-2',6'-dioxo-2H-spiro[benzofuran-3,3'-piperidin]-6-yl)piperazine-1-carboxylate